1H-indol-2-ylmethanamine hydrochloride Cl.N1C(=CC2=CC=CC=C12)CN